1-(2-hydroxybenzyl)-6-oxo-1,6-dihydropyrimidine-4-carboxamide OC1=C(CN2C=NC(=CC2=O)C(=O)N)C=CC=C1